CC1=CC[C@H](C(C)(O)C)CC1 (R)-alpha-Terpineol